(1-(4-(trifluoromethyl)phenyl)-1H-indol-6-yl)acrylamide FC(C1=CC=C(C=C1)N1C=CC2=CC=C(C=C12)C(C(=O)N)=C)(F)F